ClCCCCCC(C)Cl 1,6-dichloroheptane